2-cyano-N-(2-hydroxy-ethyl)-acetamide C(#N)CC(=O)NCCO